C[NH+](C1CCN(CC1)CC[C@@H](NC(=O)C1=CC=2C(=NC=3CC[C@@H](CC3C2)C(C)(C)C)S1)C1=CC=C(C=C1)C1=CNC(C=C1)=O)C |r| dimethyl-[1-[rac-(3R)-3-[4-(6-oxo-1H-pyridin-3-yl)phenyl]-3-[[rac-(6S)-6-tert-butyl-5,6,7,8-tetrahydrothieno[2,3-b]quinoline-2-carbonyl]amino]propyl]-4-piperidyl]ammonium